C1(=CC=CC2=CC=CC=C12)CC1C[C@H](NC1)C(=O)O γ-(1-naphthalenylmethyl)-proline